CC1(C(C=2N(CC1)N=CC2)O)C 5,5-dimethyl-4,5,6,7-tetrahydropyrazolo[1,5-a]pyridin-4-ol